C[C@@H](CO)CC1=CC=2N(C=C1C)C=NN2 (2R)-2-methyl-3-(6-methyl-[1,2,4]triazolo[4,3-a]pyridin-7-yl)propan-1-ol